benzoxazole meglumine salt N(C)C[C@H](O)[C@@H](O)[C@H](O)[C@H](O)CO.O1C=NC2=C1C=CC=C2